4-amino-N-(1,1-dioxidothiomorpholino)-1-methyl-N-((5-(trifluoromethyl)pyridin-2-yl)methyl)-1H-pyrazolo[4,3-c]quinoline-8-carboxamide NC1=NC=2C=CC(=CC2C2=C1C=NN2C)C(=O)N(CC2=NC=C(C=C2)C(F)(F)F)N2CCS(CC2)(=O)=O